O(C1=CC=CC=C1)C(CO)C 2-phenoxypropanol